CC1=C(C=C(C(=C1)C)C)O 2,4,5-Trimethylphenol